2,5-Dihydro-1H-pyrrole-1-carboxylate N1(CC=CC1)C(=O)[O-]